FC(CN1C(=NC2=NC=C(C=C21)C=2C=CN1N=C(N=CC12)NC1CC(C1)N)C)F N1-(5-(1-(2,2-difluoroethyl)-2-methyl-1H-imidazo[4,5-b]pyridin-6-yl)pyrrolo[2,1-f][1,2,4]triazin-2-yl)cyclobutane-1,3-diamine